(S)-Benzyl 2-(cyclohexanecarboxamido)-4-methylpentanoate C1(CCCCC1)C(=O)N[C@H](C(=O)OCC1=CC=CC=C1)CC(C)C